CC1(CCCC2=C1C=C(C=C[C@H]2C)C)C (R)-1,1,5,8-Tetramethyl-1,2,3,4,5-pentahydrobenzo[a][7]annulene